(S)-3-(2-methyl-4-propylpiperazin-1-yl)phenol C[C@@H]1N(CCN(C1)CCC)C=1C=C(C=CC1)O